2,2,4-trimethyl-1,3-pentandiol monoisobutyrate C(C(C)C)(=O)O.CC(CO)(C(C(C)C)O)C